4-[4-methoxy-2-(trifluoromethyl)phenyl]-2-methyl-N-[(3R)-1-methylpiperidin-3-yl]pyrazolo[1,5-d][1,2,4]triazin-7-amine COC1=CC(=C(C=C1)C=1C=2N(C(=NN1)N[C@H]1CN(CCC1)C)N=C(C2)C)C(F)(F)F